4,6-dibromo-5-[(2-chloro-5-fluorophenyl)carbonyl]-1-(2,2-difluoroethyl)-3-(5,5-dimethyl-2-oxa-5-silahex-1-yl)-2,3-dihydro-1H-benzo[d]imidazol-2-one BrC1=C(C(=CC=2N(C(N(C21)COCC[Si](C)(C)C)=O)CC(F)F)Br)C(=O)C2=C(C=CC(=C2)F)Cl